(S)-(7-(4-methoxyphenyl)-2,3-dihydrobenzo[b][1,4]dioxin-2-yl)methanol Tert-butyl-4-[2-(7-fluoro-2-methylindazol-5-yl)thieno[2,3-d][1,3]thiazol-5-yl]-4-hydroxypiperidine-1-carboxylate C(C)(C)(C)C1N(CCC(C1)(O)C1=CC2=C(N=C(S2)C2=CC3=CN(N=C3C(=C2)F)C)S1)C(=O)OC[C@@H]1COC2=C(O1)C=C(C=C2)C2=CC=C(C=C2)OC